C1CN2CCC1[C@H]([C@H]2C(C3=CC=CC=C3)C4=CC=CC=C4)NCC5=CC=CC=C5I.C(=O)(C(=O)O)O.O cis-2-(Diphenylmethyl)-N-[(2-iodophenyl)methyl]-1-azabicyclo[2.2.2]octan-3-amine oxalate salt